N-((2S,3R)-4,4-difluoro-2-((2-fluoro-[1,1'-biphenyl]-3-yl)methyl)pyrrolidin-3-yl)ethanesulfonamide FC1([C@@H]([C@@H](NC1)CC=1C(=C(C=CC1)C1=CC=CC=C1)F)NS(=O)(=O)CC)F